2-(2-(3-Oxa-6-azabicyclo[3.1.1]heptan-6-yl)-6-methoxybenzo[d]thiazole-7-carboxamido)-4-fluoro-5-methylbenzoic acid C12COCC(N1C=1SC3=C(N1)C=CC(=C3C(=O)NC3=C(C(=O)O)C=C(C(=C3)F)C)OC)C2